5-[5-[4-(difluoromethoxy)phenyl]-3-ethylsulfonyl-2-pyridyl]-1-methyl-2-(trifluoromethyl)pyrazolo[1,5-a]pyrimidin-7-one FC(OC1=CC=C(C=C1)C=1C=C(C(=NC1)C=1N=C2N(C(C1)=O)N(C(=C2)C(F)(F)F)C)S(=O)(=O)CC)F